C(=O)O.N[C@@H]1[C@H](CCCC1)C1=C(C=2N=C(N=C(C2N1C(F)F)NCC=1OC=CC1)Cl)Cl 6-((1s,2s)-2-aminocyclohexyl)-2,7-dichloro-5-(difluoromethyl)-N-(furan-2-ylmethyl)-5H-pyrrolo[3,2-d]pyrimidine-4-amine formate